C(C)(C)(C)C1=C(N=C(S1)NC([C@H](CNC1=NC=CC2=CC=C(C=C12)C1=NOC(=N1)C)O)=O)C (S)-N-(5-(tert-butyl)-4-methylthiazol-2-yl)-2-hydroxy-3-((7-(5-methyl-1,2,4-oxadiazol-3-yl)isoquinolin-1-yl)amino)propanamide